D-6-chloro-4-(difluoromethoxy)-1H-indole-2-carboxylic acid ethyl ester C(C)OC(=O)C=1NC2=CC(=CC(=C2C1)OC(F)F)Cl